FC=1C=C(OCC=2SC=3C(N(CCC3N2)C(C)C)=O)C=CC1 [(3-fluorophenoxy)methyl]-6,7-dihydro-5-(1-methylethyl)-thiazolo[5,4-c]pyridin-4(5H)-one